4-(aminomethyl)-3-cyclohexene-1-formic acid NCC1=CCC(CC1)C(=O)O